imidazolium chloride [Cl-].N1C=[NH+]C=C1